2-(3-Methoxybenzyl)-5-fluoro-2H-indazole-6-carboxylic acid COC=1C=C(CN2N=C3C=C(C(=CC3=C2)F)C(=O)O)C=CC1